OCCOC1=CC=C(CC(C(=O)C2=CC=C(C=C2)N2CCOCC2)(CC)N(C)C)C=C1 2-[4-(2-hydroxyethoxy)benzyl]-2-(dimethylamino)-1-(4-morpholinophenyl)butan-1-one